1-Nonyl-3-propylpyrrolidinium chlorid [Cl-].C(CCCCCCCC)[NH+]1CC(CC1)CCC